N-(4-hydroxyphenyl)-3-methylbenzamide CC1=CC(=CC=C1)C(=O)NC2=CC=C(C=C2)O